N1CCC(CC1)N1C(NC2=C(CC1)C=CC=C2)=O 3-piperidin-4-yl-1,3,4,5-tetrahydro-benzo[d][1,3]diazepin-2-one